(4-amino-1,3-dihydrofuro[3,4-c]quinolin-8-yl)-[rac-(2R)-2-(4-bromophenyl)-4,4-difluoro-1-piperidinyl]methanone NC1=NC=2C=CC(=CC2C2=C1COC2)C(=O)N2[C@H](CC(CC2)(F)F)C2=CC=C(C=C2)Br |r|